N-(1-((3,4-dichlorophenyl)-ethynyl)cyclopentyl)piperazine-1-carboxamide hydrochloride Cl.ClC=1C=C(C=CC1Cl)C#CC1(CCCC1)NC(=O)N1CCNCC1